COC1=CC(=NN1C1=CC=C(C(=O)OCC)C=C1)C(F)(F)F ethyl 4-[5-methoxy-3-(trifluoromethyl)pyrazol-1-yl]benzoate